5-fluoro-4-imino-3-methyl-1-p-toluenesulfonyl-3,4-dihydropyrimidin-2(1H)-one FC=1C(N(C(N(C1)S(=O)(=O)C1=CC=C(C)C=C1)=O)C)=N